(2,3)-oxazepin C=1ON=CC=CC1